COC=1C(=C2C=CNC2=C(C1)C)CN1[C@@H](C[C@@H](CC1)N1N=CC(=C1)S(=O)(=O)C)C1=C(C(=O)O)C=CC=C1 (2S,4R)-(1-((5-methoxy-7-methyl-1H-indol-4-yl)methyl)-4-(4-(methylsulfonyl)-1H-pyrazol-1-yl)piperidin-2-yl)benzoic acid